C[C@]1(CC[C@H]2[C@]([C@@]13[C@H](O3)C(=O)O)(C(=O)C[C@@H]4[C@@]2([C@@H](OC4(C)C)CC(=O)O)CO)C)[C@H](C5=COC=C5)O The molecule is a limonoid, a dicarboxylic acid, a member of furans and an epoxide. It is a conjugate acid of a limonoate(2-).